Dioxinoquinoline O1C=COC=2C=CC=3C=CC=NC3C21